2-({2-[(4-bromophenyl)amino]-5-(trifluoromethyl)pyrimidin-4-yl}amino)-N-methylbenzamide BrC1=CC=C(C=C1)NC1=NC=C(C(=N1)NC1=C(C(=O)NC)C=CC=C1)C(F)(F)F